C(C)(C)[C@H]1CC[C@H](CC1)N1CCC2(CC1)C(N(CC1=CC=CC=C12)CCNC(=N)N)=O 1-(2-(1'-(cis-4-isopropyl-cyclohexyl)-3-oxo-1H-spiro[isoquinoline-4,4'-piperidin]-2(3H)-yl)ethyl)guanidine